FC1(COC1)CN1C[C@@H](N(CC1)CC1=C2C=CNC2=C(C=C1OC)C)C1=CC=C(C(=O)O)C=C1 (S)-4-(4-((3-fluorooxetan-3-yl)methyl)-1-((5-methoxy-7-methyl-1H-indol-4-yl)methyl)piperazin-2-yl)benzoic acid